2-cyclopropyl-3-(4-fluoro-1H-indazol-5-yl)-6-(4-fluoro-3-(trifluoromethyl)phenyl)imidazo[1,2-a]pyrazine C1(CC1)C=1N=C2N(C=C(N=C2)C2=CC(=C(C=C2)F)C(F)(F)F)C1C=1C(=C2C=NNC2=CC1)F